6-chloro-3-((3R,4R)-4-fluoro-3-hydroxypiperidin-1-yl)pyridinecarboxaldehyde ClC1=CC=C(C(=N1)C=O)N1C[C@H]([C@@H](CC1)F)O